C(C)(=O)OC=1C(C(OC1C)C)=O 4-Acetyloxy-2,5-dimethyl-3(2H)-furanone